C(C=C)OC(=O)NC[C@H](CN(C(OCC=C)=O)CC1(CN(C1)C([C@H](CCCCNC(=O)OC(C)(C)C)N)=O)O)O Allyl N-[(2R)-3-(allyloxycarbonylamino)-2-hydroxy-propyl]-N-[[1-[(2S)-2-amino-6-(tert-butoxycarbonylamino)hexanoyl]-3-hydroxyazetidin-3-yl]methyl]carbamate